4-{[(2R)-1,4-dioxan-2-yl]methoxy}-6-fluoropyridin-3-amine O1[C@H](COCC1)COC1=C(C=NC(=C1)F)N